FC=1C=C2C(=CNC2=CC1F)NC(C(=O)NC1=CC2=C(N(CCO2)C)C=C1)=O N-(5,6-difluoro-1H-indol-3-yl)-N'-(4-methyl-3,4-dihydro-2H-1,4-benzoxazin-7-yl)ethanediamide